tert-butyl ((S)-2-((3',5'-dimethyl-[3,4'-bipyridin]-6-yl)amino)-1-((1r,4S)-4-methylcyclohexyl)-2-oxoethyl)carbamate CC=1C=NC=C(C1C=1C=NC(=CC1)NC([C@H](C1CCC(CC1)C)NC(OC(C)(C)C)=O)=O)C